tert-butyl (3RS,4RS)-3-((2-(((R)-1-cyclopropyl-2-hydroxyethyl)amino)-9-methyl-9H-purin-6-yl)amino)-4-fluoropyrrolidine-1-carboxylate C1(CC1)[C@H](CO)NC1=NC(=C2N=CN(C2=N1)C)N[C@@H]1CN(C[C@H]1F)C(=O)OC(C)(C)C |&1:18,22|